N[C@H](C)C1=CC=C2C(=N1)N(C(=C2)C2=NC1=C(N2C2CC2)C=CC(=C1)C(=O)OC(C)C)CCC=C isopropyl (R)-2-(6-(1-aminoethyl)-1-(but-3-en-1-yl)-1H-pyrrolo[2,3-b]pyridin-2-yl)-1-cyclopropyl-1H-benzo[d]imidazole-5-carboxylate